ClC1=C(C=CC=C1F)C1=C(N=C(C=2N1N=CC2)N2CCC1(CC2)CC=2C(=NC(=CC2)OC)[C@H]1N)C (7S)-1'-[7-(2-chloro-3-fluoro-phenyl)-6-methyl-pyrazolo[1,5-a]pyrazin-4-yl]-2-methoxy-spiro[5,7-dihydrocyclopenta[b]pyridin-6,4'-piperidin]-7-amine